4,4'-Bis(N-carbazolyl)-1,1-biphenyl C1=CC=CC=2C3=CC=CC=C3N(C12)C1=CC=C(C=C1)C1=CC=C(C=C1)N1C2=CC=CC=C2C=2C=CC=CC12